BrC1=C2C(=NC=C1)N(N=C2)C2CCN(CC2)C(=O)OCC2=CC=CC=C2 benzyl 4-(4-bromo-1H-pyrazolo[3,4-b]pyridin-1-yl)piperidine-1-carboxylate